ClC1=C(C(=O)N2COC3=C(C2)C=CC=C3C3=CC(=C(C(=O)O)C=C3F)N3C2COCC3CC2)C(=CC(=C1)N1CC2(C1)CC(C2)OC)Cl 4-[3-[2,6-Dichloro-4-(6-methoxy-2-azaspiro[3.3]heptan-2-yl)benzoyl]-2,4-dihydro-1,3-benzoxazin-8-yl]-5-fluoro-2-(3-oxa-8-azabicyclo[3.2.1]oct-8-yl)benzoic acid